N-(4,4-Dimethyl-pentyl)-4-methyl-6-[(3R)-3-methyl-morpholin-4-yl]-2-propyl-pyridine-3-carboxylic acid amide CC(CCCNC(=O)C=1C(=NC(=CC1C)N1[C@@H](COCC1)C)CCC)(C)C